4-((2-(tri-n-butylstannyl)thiazol-5-yl)methyl)morpholine C(CCC)[Sn](C=1SC(=CN1)CN1CCOCC1)(CCCC)CCCC